OCC=1N=C(SC1)C1CCN(CC1)C(=O)OC(C)(C)C tert-butyl 4-(4-(hydroxymethyl)thiazol-2-yl)piperidine-1-carboxylate